FC1=C(C#N)C=C(C(=C1)O)SCC1=CC=C(C=C1)OC 2-Fluoro-4-hydroxy-5-((4-methoxybenzyl)thio)benzonitrile